3-pentene cis-carbonate C(O)(O)=O.CCC=CC